O=C1N(CCCC1)C=1C=C2C(=NC1)N=C(S2)NC(OC(C)(C)C)=O tert-butyl (6-(2-oxopiperidin-1-yl)thiazolo[4,5-b]pyridin-2-yl)carbamate